C1=CC=CC2=CC3=CC=CC=C3C(=C12)CC1=C(C=CC=C1)O 2-(9-anthrylmethyl)phenol